CC(CC[C@H](N)C(=O)O)CN δ-methyl-L-lysine